N-ethyl-5-fluoro-2-((5-(2-((3S,5S)-5-hydroxy-6-(isopropyl-(methyl)amino)-2-methylhex-3-yl)-2,6-diazaspiro[3.4]oct-6-yl)-1,2,4-triazin-6-yl)oxy)-N-isopropylbenzamide C(C)N(C(C1=C(C=CC(=C1)F)OC1=C(N=CN=N1)N1CC2(CN(C2)[C@H](C(C)C)C[C@@H](CN(C)C(C)C)O)CC1)=O)C(C)C